C(C=C)OC1=CC=CC=C1 (allyloxy)benzene